O1C(=CC2=C1C=CC=C2)C=C2CN(CC(C2=O)=CC=2OC1=C(C2)C=CC=C1)C(CCN(C)C)=O 3,5-Bis(benzofuran-2-ylmethylene)-1-(3-(dimethylamino)propanoyl)piperidin-4-one